butyl (S)-4-bromo-2-((S)-1-((tert-butoxycarbonyl)amino)but-3-en-1-yl)-5-chloro-6-fluoro-2-phenylindoline-1-carboxylate BrC1=C2C[C@](N(C2=CC(=C1Cl)F)C(=O)OCCCC)(C1=CC=CC=C1)[C@H](CC=C)NC(=O)OC(C)(C)C